(2-chloro-4-(4-chlorophenoxy)phenyl)-2-(1H-1,2,4-triazole-1-yl)ethane ClC1=C(C=CC(=C1)OC1=CC=C(C=C1)Cl)CCN1N=CN=C1